methyl (1S,3S)-3-((2-methyl-6-(1-methyl-5-(((methyl(4-(tosyloxy)butyl)carbamoyl)oxy)methyl)-1H-1,2,3-triazol-4-yl)pyridin-3-yl)oxy)cyclohexane-1-carboxylate CC1=NC(=CC=C1O[C@@H]1C[C@H](CCC1)C(=O)OC)C=1N=NN(C1COC(N(CCCCOS(=O)(=O)C1=CC=C(C)C=C1)C)=O)C